C[C@H]1CN(CCN1)C=1C=NC(=NC1)N1C[C@H]2N(C=3C(=NN=C(C3)C3=C(C=CC=C3)O)NC2)CC1 2-((S)-8-(5-((S)-3-methylpiperazin-1-yl)pyrimidin-2-yl)-6,6a,7,8,9,10-hexahydro-5H-pyrazino[1',2':4,5]pyrazino[2,3-c]pyridazin-2-yl)phenol